NC1=NC=NN2C1=CC=C2[C@H]2[C@@H]([C@@H]([C@@](O2)(C#N)COP(=O)(OC2=CC=CC=C2)N2[C@H](CCC2)C(=O)OCCCC)O)O (2R)-butyl 1-((((2R,3S,4R,5S)-5-(4-aminopyrrolo[2,1-f][1,2,4]triazin-7-yl)-2-cyano-3,4-dihydroxytetrahydrofuran-2-yl)methoxy)(phenoxy)phosphoryl)pyrrolidine-2-carboxylate